N-(2,3-bis(isobutyryloxy)-5-bromobenzylidene)pyridin-3-amine C(C(C)C)(=O)OC1=C(C=NC=2C=NC=CC2)C=C(C=C1OC(C(C)C)=O)Br